tert-Butyl 4-(2-(ethoxycarbonyl)-4-(trifluoromethyl)phenyl)piperidine-1-carboxylate C(C)OC(=O)C1=C(C=CC(=C1)C(F)(F)F)C1CCN(CC1)C(=O)OC(C)(C)C